bromo-6-(cyclopropanecarboxamido)picolinic acid BrC=1C(=NC(=CC1)NC(=O)C1CC1)C(=O)O